[Si](C)(C)(C(C)(C)C)OC[C@@H](OC=1C=2N(C=C(C1)C=1N=NN(C1C)C1CC(C1)O)N=CC2Cl)C2=NC=C(C=C2)F (1S,3r)-3-(4-(4-((S)-2-((tert-Butyldimethylsilyl)oxy)-1-(5-fluoropyridin-2-yl)ethoxy)-3-chloropyrazolo[1,5-a]pyridin-6-yl)-5-methyl-1H-1,2,3-triazol-1-yl)cyclobutan-1-ol